C(C)(C)(C)OC(=O)N1C2=CC=CC=C2C=2C[C@@H](CCC12)N(C1=CC(=NC=2N1N=CC2C(C)C)C=2C=NC=NC2)C(=O)OC(C)(C)C.FC(CC)(F)C2=C(N)C=CC=C2 2-(1,1-difluoropropyl)aniline tert-butyl-(3R)-3-[tert-butoxycarbonyl-(3-isopropyl-5-pyrimidin-5-yl-pyrazolo[1,5-a]pyrimidin-7-yl)amino]-1,2,3,4-tetrahydrocarbazole-9-carboxylate